COC=1N=C2C(=CC=NC2=CC1OC)OC1=CC(=C(C=C1)NC(=O)C1=CN(C(=C(C1=O)C1=CC=C(C=C1)F)C)C)F N-[4-[(6,7-Dimethoxy-1,5-naphthyridin-4-yl)oxy]-2-fluorophenyl]-5-(4-fluorophenyl)-1,6-dimethyl-4-oxopyridine-3-carboxamide